BrC=1C=C(C=C(C1)Br)\C(=C\1/CC(OC1(C)C)=O)\C1=CC=C(C=C1)C(F)(F)F (E)-4-((3,5-dibromophenyl)(4-(trifluoromethyl)phenyl)methylene)-5,5-dimethyldihydrofuran-2(3H)-one